ClC=1C=CC2=C(N=C(O2)C2CC3(CC(C3)NC(=O)C=3OC(=CC3)COC)C2)C1 N-[6-(5-chloro-1,3-benzoxazol-2-yl)spiro[3.3]heptan-2-yl]-5-(methoxymethyl)furan-2-carboxamide